(S)-2-((4-(6-((4-chloro-3-methylbenzofuran-7-yl)methoxy)pyridin-2-yl)-5,6-Dihydro-1,2,4-triazine-1(4H)-yl)methyl)-1-(oxetan-2-ylmethyl)-1H-benzo[d]imidazole-6-Carboxylic acid ClC1=CC=C(C2=C1C(=CO2)C)COC2=CC=CC(=N2)N2C=NN(CC2)CC2=NC1=C(N2C[C@H]2OCC2)C=C(C=C1)C(=O)O